C(=C)C1=C(C(=O)OC)C=CC(=C1OC)OC1CC(C1)N methyl 2-ethenyl-3-methoxy-4-[(1r,3r)-3-aminocyclobutoxy]benzoate